CC1=C2C(=NC=C1C1=CC=C(C=C1)S(=O)(=O)N1C[C@@H]([C@@H](CC1)NC1=NC=C(C=C1)C(F)(F)F)O)NC=C2 (3S,4R)-1-((4-(4-methyl-1H-pyrrolo[2,3-b]pyridin-5-yl)phenyl)sulfonyl)-4-((5-(trifluoromethyl)pyridin-2-yl)amino)piperidin-3-ol